3-(6-(4-((R)-4-((1r,4S)-4-(3-bromo-2-methylphenoxy)cyclohexyl)butan-2-yl)piperazin-1-yl)-1-methyl-1H-indazol-3-yl)piperidine-2,6-dione BrC=1C(=C(OC2CCC(CC2)CC[C@@H](C)N2CCN(CC2)C2=CC=C3C(=NN(C3=C2)C)C2C(NC(CC2)=O)=O)C=CC1)C